C(C)(C)(C)C1=CC=C(C=C1)C(C)O p-tert-butylphenyl-ethanol